The molecule is an oxooctadecadienoic acid that consists of (10E,12Z)-octadecadienoic acid with the oxo substituent located at position 9. It has a role as a metabolite. It is an oxooctadecadienoic acid and an enone. It derives from a 9-HODE. It is a conjugate acid of a 9-oxo-ODE(1-). CCCCC/C=C\\C=C\\C(=O)CCCCCCCC(=O)O